N-isobutyl-3-(5-(7-(1-methyl-1H-pyrazol-4-yl)quinolin-5-yl)pyridin-2-yl)-3,6-diazabicyclo[3.1.1]heptane-6-carboxamide C(C(C)C)NC(=O)N1C2CN(CC1C2)C2=NC=C(C=C2)C2=C1C=CC=NC1=CC(=C2)C=2C=NN(C2)C